COC[C@]12CNC[C@H](CC1)N2 (1R,5S)-1-(methoxymethyl)-3,8-diazabicyclo[3.2.1]octan